C(C)OC(CC(=O)NC=1C(=NC=C(C1)F)C(=O)OC)=O methyl 3-(3-ethoxy-3-oxopropanoylamino)-5-fluoropyridinecarboxylate